COC(=O)[C@@H]1NCN(C1)CC1=CC=CC=C1 (R)-1-benzyl-imidazolidine-4-carboxylic acid methyl ester